CC1=NC(=CC(=C1)C=1NC2=CC=C(C=C2C1C(C)C)C1CCN(CC1)CC(=O)N1[C@@H](COCC1)CO)C (R)-2-(4-(2-(2,6-dimethylpyridin-4-yl)-3-isopropyl-1H-indol-5-yl)piperidin-1-yl)-1-(3-(hydroxymethyl)morpholino)ethan-1-one